C(CC)C1C2=C(N(C(C1NC(C1=CC(=CC=C1)C(F)(F)F)=O)=O)CC)N(N=C2C(=O)O)C2CCOCC2 propyl-7-ethyl-6-oxo-1-(tetrahydro-2H-pyran-4-yl)-5-(3-(trifluoromethyl)benzamido)-4,5,6,7-tetrahydro-1H-pyrazolo[3,4-b]pyridine-3-carboxylic acid